6,7-dihydropyrazolo[5,1-c][1,4]oxazin-4-one N1=CC=C2C(OCCN21)=O